8-Chloro-5-fluoro-1-[trans-4-(pyridin-2-yloxy)cyclohexyl]-5,6-dihydro-4H-[1,2,4]triazolo[4,3-a][1]benzazepin ClC=1C=CC2=C(CC(CC=3N2C(=NN3)[C@@H]3CC[C@H](CC3)OC3=NC=CC=C3)F)C1